(S)-6-(6-ethoxypyridin-3-yl)-N-(8-fluoro-5-methoxy-1,2,3,4-tetrahydronaphthalen-2-yl)pyrazine-2-carboxamide C(C)OC1=CC=C(C=N1)C1=CN=CC(=N1)C(=O)N[C@@H]1CC2=C(C=CC(=C2CC1)OC)F